3-(carboxy)-2,2,5,5-tetramethylpyrrolidin C(=O)(O)C1C(NC(C1)(C)C)(C)C